4-(2-bromo-4-nitrophenyl)morpholine BrC1=C(C=CC(=C1)[N+](=O)[O-])N1CCOCC1